C(C)N1C[C@H]([C@H](C1)O)O (3R,4S)-1-ethylpyrrolidine-3,4-diol